ClC1=C(C=C(COC2=CC(=C(C=N2)C=2N(C=C(C2)C(F)(F)F)C(=O)OC(C)(C)C)OCC2=CC=C(C=C2)OC)C=C1)F tert-butyl 2-(6-((4-chloro-3-fluorobenzyl) oxy)-4-((4-methoxybenzyl) oxy) pyridin-3-yl)-4-(trifluoromethyl)-1H-pyrrole-1-carboxylate